5-(pyrazolo[1,5-a]pyrimidin-5-yl)-N-(cis-4-(trifluoromethoxy)cyclohexyl)-7H-pyrrolo[2,3-d]pyrimidin-2-amine N1=CC=C2N1C=CC(=N2)C2=CNC=1N=C(N=CC12)N[C@@H]1CC[C@@H](CC1)OC(F)(F)F